C1(=CC=CC2=CC=CC=C12)\C=N\NC(C)=O (E)-N'-(naphthalen-1-ylmethylene)acetohydrazide